4-Hydroxy-5-(5H-imidazo[5,1-a]isoindol-5-yl)-4,5,6,7-tetrahydrobenzo[d]thiazol-2-carboxamid OC1C(CCC2=C1N=C(S2)C(=O)N)C2N1C(C3=CC=CC=C23)=CN=C1